3-((6-fluoro-5-(4-fluoro-1-(2-fluoroethyl)-2-methyl-1H-benzo[d]imidazol-6-yl)-4-methoxypyrrolo[2,1-f][1,2,4]triazin-2-yl)amino)-2,2-dimethylpropanenitrile FC=1C(=C2C(=NC(=NN2C1)NCC(C#N)(C)C)OC)C=1C=C(C2=C(N(C(=N2)C)CCF)C1)F